C(CCC)C1CS(C2=C(N(C1)C1=CC=C(C=C1)F)C=C(C(=C2)OCC(C(=O)O)(C)C)SC)(=O)=O 3-((3-butyl-5-(4-fluorophenyl)-7-(methylthio)-1,1-dioxido-2,3,4,5-tetrahydro-1,5-benzothiazepin-8-yl)oxy)-2,2-dimethylpropanoic acid